trifluoromethanesulfonic acid ethyl ester C(C)OS(=O)(=O)C(F)(F)F